2-Fluoro-4-((2-((6-(2-oxooxazolidin-3-yl)pyridin-3-yl)sulfonyl)-2,8-diazaspiro[4.5]decan-8-yl)methyl)benzonitrile FC1=C(C#N)C=CC(=C1)CN1CCC2(CCN(C2)S(=O)(=O)C=2C=NC(=CC2)N2C(OCC2)=O)CC1